1-(2-(difluoromethyl) pyridin-3-yl)ethyl (1-methyl-4-(6-methyl-5-(methylsulfonamido) pyridin-2-yl)-1H-1,2,3-triazol-5-yl)carbamate CN1N=NC(=C1NC(OC(C)C=1C(=NC=CC1)C(F)F)=O)C1=NC(=C(C=C1)NS(=O)(=O)C)C